2-(2-(4,4-difluoropiperidin-1-yl)pyridin-4-yl)-5-(5-methoxypyridin-3-yl)-1H-indole FC1(CCN(CC1)C1=NC=CC(=C1)C=1NC2=CC=C(C=C2C1)C=1C=NC=C(C1)OC)F